(1-adamantyl)-4-methoxyphenyl-2-naphthoic acid C12(CC3CC(CC(C1)C3)C2)C=2C(=C(C3=CC=CC=C3C2)C2=CC=C(C=C2)OC)C(=O)O